OCCC(C)(C)NC(=O)C1=C(OC=2N=CN=C(C21)NC2(CC2)C)C N-(4-hydroxy-2-methylbutan-2-yl)-6-methyl-4-[(1-methylcyclopropyl)amino]furo[2,3-d]pyrimidine-5-carboxamide